C(C)(C)(C)OC(=O)C1=CC=C(C=N1)NC1=C(N=NC(=C1)Cl)C(=O)O.OC1=C(N)C=CC=C1 2-hydroxyaniline 4-((6-(tert-butoxycarbonyl)pyridin-3-yl)amino)-6-chloropyridazine-3-carboxylate